ClC1=CC=C(C=C1)C(\C=C\C1=NC(=C(N=C1C)C)C)=O (E)-1-(4-chlorophenyl)-3-(3,5,6-trimethylpyrazin-2-yl)-2-propen-1-one